C(#N)C=1C=C(C=CC1)C=1N=C2N(N=C(C=C2)C(=O)N[C@H](C(C)(C)O)C)C1C1=CC(=NC(=C1)C)C(F)F 2-(3-Cyanophenyl)-3-[2-(difluoromethyl)-6-methyl-4-pyridyl]-N-[(1S)-2-hydroxy-1,2-dimethyl-propyl]imidazo[1,2-b]pyridazine-6-carboxamide